C1(=CC(=CC=C1)C=1N=C2SC3=C(N2C1)C=CC(=C3)C(=O)NCCCN(C(OC(C)(C)C)=O)CC(F)(F)F)C Tert-butyl (3-(2-(m-tolyl)benzo[d]imidazo[2,1-b]thiazole-7-carboxamido)propyl)(2,2,2-trifluoroethyl)carbamate